C(C)(C)(C)C1=CC=C(C=C1)[N+]=1[N-]OC(C1)=O (4-tert-butylphenyl)sydnone